(S)-2-cyclopentyl-2-((S)-7-((2R,3R)-3-cyclopropyl-1-methylaziridine-2-carbonyl)-2,7-diazaspiro[4.4]nonan-2-yl)acetic acid C1(CCCC1)[C@@H](C(=O)O)N1C[C@@]2(CC1)CN(CC2)C(=O)[C@@H]2N([C@@H]2C2CC2)C